C(C)C1=NC2=CC=C(C=C2C(=C1)Br)OC ethyl-4-bromo-6-methoxyquinoline